4-(5-Cyano-2-methoxyphenyl)-N-(6-(4-cyanophenyl)thiazolo[4,5-b]pyrazin-2-yl)-6-methylpyridine-3-carboxamide C(#N)C=1C=CC(=C(C1)C1=C(C=NC(=C1)C)C(=O)NC=1SC=2C(=NC=C(N2)C2=CC=C(C=C2)C#N)N1)OC